C(C=C)NC(\C=C\CC[C@@H](C(=O)NC=1C(N(C=CC1)CC(=O)NC12CC(C1)C2)=O)NC(=O)C2=NC=CC1=CN=CC=C21)=O (S,E)-N1-Allyl-N7-(1-(2-(bicyclo[1.1.1]pentan-1-ylamino)-2-oxoethyl)-2-oxo-1,2-dihydropyridin-3-yl)-6-(2,6-naphthyridin-1-carboxamido)hept-2-endiamid